2-(2,6-dioxo-3-piperidyl)-5-(2-oxo-7-azaspiro[3.5]nonan-7-yl)isoindoline-1,3-dione O=C1NC(CCC1N1C(C2=CC=C(C=C2C1=O)N1CCC2(CC(C2)=O)CC1)=O)=O